OC=1C=C(C(=CC1)O)C=1C(=CC=C(C1)O)O 4,4'-dihydroxybiphenol